CC1=C(C(CCC1O)(C)C)/C=C/C(=C\\C=C\\C(=C\\C(=O)[O-])\\C)/C The molecule is a retinoid anion that is the conjugate base of 9-cis-4-hydroxyretinoic acid, obtained by deprotonation of the carboxy group; major species at pH 7.3. It is a retinoid anion and a hydroxy monocarboxylic acid anion. It is a conjugate base of a 9-cis-4-hydroxyretinoic acid.